BrC=1C(N(C(=CC1OCC1=C(C=C(C=C1)F)F)C)CC=1C=C(C(=O)N)C=CC1)=O 3-{[3-bromo-4-[(2,4-difluorobenzyl)oxy]-6-methyl-2-oxopyridin-1(2H)-yl]-methyl}benzamide